C1(=CC=CC=C1)C=1C(C2=CC=CC=C2C(C1)=O)=O phenylnaphthoquinone